C(#N)C1=C2C=C(N=C(C2=CC=C1)C(=O)N[C@@H]1C[C@H](C1)NC(OC(C)(C)C)=O)N1C=NC=C1 tert-butyl N-[(trans)-3-[5-cyano-3-(imidazol-1-yl)isoquinoline-1-amido]cyclobutyl]carbamate